Tert-butyl 8-(1-methoxy-1,3-dioxopentan-2-yl)-3,8-diazabicyclo[4.2.0]octane-3-carboxylate COC(C(C(CC)=O)N1CC2CCN(CC12)C(=O)OC(C)(C)C)=O